S(N)(OC[C@@H]1[C@H](C[C@@H](C1)NC1=NC=NC=C1C(=O)C=1SC=C(C1)[C@H]1OCCC2=CC=CC=C12)O)(=O)=O [(1R,2S,4R)-4-{[5-({4-[(1S)-3,4-dihydro-1H-isochromen-1-yl]-2-thienyl}carbonyl)pyrimidin-4-yl]amino}-2-hydroxycyclopentyl]methyl sulfamate